COC1=C(C(=C(C2=CC=CC=C12)N)OC)OC trimethyloxyNaphthylamine